CC1(OB(OC1(C)C)C=1C=CC=2C=3C4=C(C=CC3C3(C5=CC=CC=C5OC=5C=CC=CC35)C2C1)C=CC=C4)C 9-(4,4,5,5-tetramethyl-1,3,2-dioxaborolan-2-yl)spiro[benzo[c]fluorene-7,9'-xanthene]